5-ethyl-N-(4-fluoro-2-isopropoxy-phenyl)pyrrolo[3,2-d]pyrimidin-4-amine C(C)N1C=CC=2N=CN=C(C21)NC2=C(C=C(C=C2)F)OC(C)C